[Li].[Na].[Ti].[Zr].[Si] silicon-zirconium-titanium-sodium-lithium